(4-(7-(cyclohexyloxy)-1,3,4,5-tetrahydro-2H-benzo[c]azepin-2-yl)-2,6-dimethylphenyl)-3,3-dimethylbutyramide C1(CCCCC1)OC1=CC2=C(CN(CCC2)C2=CC(=C(C(=C2)C)C(C(=O)N)C(C)(C)C)C)C=C1